tert-butyl-4-(4-(trifluoromethyl)piperidin-1-yl)aniline C(C)(C)(C)NC1=CC=C(C=C1)N1CCC(CC1)C(F)(F)F